1-(3-(difluoromethoxy)phenyl)-3-(2-(1-methyl-1H-imidazo[1,2-b]pyrazole-7-carbonyl)-2-azaspiro[3.3]heptan-6-yl)urea FC(OC=1C=C(C=CC1)NC(=O)NC1CC2(CN(C2)C(=O)C2=C3N(N=C2)C=CN3C)C1)F